1,3-dioxo-1,3-dihydroisobenzofuran-5-yl acetate C(C)(=O)OC=1C=C2C(OC(C2=CC1)=O)=O